FC1=NC=C(N=C1Cl)Cl 2-fluoro-3,5-dichloropyrazine